1-(2-methoxypyridin-4-yl)-4-(((3S,5R)-3-methyl-5-(4-methyl-1-oxo-1,3-dihydroisobenzofuran-5-yl)piperazin-1-yl)methyl)pyrrolidin-2-one COC1=NC=CC(=C1)N1C(CC(C1)CN1C[C@@H](N[C@@H](C1)C=1C(=C2COC(C2=CC1)=O)C)C)=O